N,N-dimethyl-2-oxo-4-(o-tolyl)-2H-chromene-7-carboxamide CN(C(=O)C1=CC=C2C(=CC(OC2=C1)=O)C1=C(C=CC=C1)C)C